Cl.NCCC1=CC=C(NC(CNC(=O)N2C=CC3=C2N=CN=C3N(C)[C@H]3CN(CC[C@H]3C)C(CC#N)=O)=O)C=C1 N-[2-[4-(2-aminoethyl)anilino]-2-oxo-ethyl]-4-[[(3R,4R)-1-(2-cyanoacetyl)-4-methyl-3-piperidinyl]-methyl-amino]pyrrolo[2,3-d]pyrimidine-7-carboxamide hydrochloride